5-(4-((4-((4-(2-amino-9-chloro-10-oxo-10H-chromeno[3,2-b]pyridin-3-yl)piperazin-1-yl)methyl)piperidin-1-yl)methyl)piperidin-1-yl)-2-(2,6-dioxopiperidin-3-yl)isoindoline-1,3-dione NC1=C(C=C2C(=N1)C(C=1C(=CC=CC1O2)Cl)=O)N2CCN(CC2)CC2CCN(CC2)CC2CCN(CC2)C=2C=C1C(N(C(C1=CC2)=O)C2C(NC(CC2)=O)=O)=O